tert-butyl (5,8,11,14,17,20,23,26,29,32-decaoxa-2-azatetratriacontan-34-yl)carbamate CNCCOCCOCCOCCOCCOCCOCCOCCOCCOCCOCCNC(OC(C)(C)C)=O